C(#C)C1=C(C=CC=C1)N1N=C(C=C1NC(=O)C=1C=NN2C1N=CC=C2)C N-(1-(2-ethynylphenyl)-3-methyl-1H-pyrazol-5-yl)pyrazolo[1,5-a]pyrimidine-3-carboxamide